ethyl (R,E)-3-(1-methylpyrrolidin-2-yl)acrylate CN1[C@H](CCC1)/C=C/C(=O)OCC